OC(C(C)NC(OCC1=CC=CC=C1)=O)C=C Benzyl (3-hydroxypent-4-en-2-yl)carbamate